C(#N)C=1C=C(C(=NC1)C=1C=NC(=CC1NC1=NC(=NC(=C1)C)C(C)(F)F)NC(C)=O)F N-(5-cyano-4'-((2-(1,1-difluoroethyl)-6-methylpyrimidin-4-yl)amino)-3-fluoro-[2,3'-bipyridin]-6'-yl)acetamide